C(C)(C)OC(CCC)=O butanoic acid isopropyl ester